(S)-2-((((9H-fluoren-9-yl)methoxy)carbonyl)amino)-5-(4-((tert-butoxycarbonyl)amino)piperidin-1-yl)-5-oxopentanoic acid C1=CC=CC=2C3=CC=CC=C3C(C12)COC(=O)N[C@H](C(=O)O)CCC(=O)N1CCC(CC1)NC(=O)OC(C)(C)C